CC1=CC=CN2C1=NC(=C(C2=O)C=O)N2CCCCC2 9-METHYL-4-OXO-2-PIPERIDIN-1-YL-4H-PYRIDO[1,2-A]PYRIMIDINE-3-CARBALDEHYDE